4-benzyloxy-4'-Hydroxydiphenyl sulfone C1=CC=C(C=C1)COC2=CC=C(C=C2)S(=O)(=O)C3=CC=C(C=C3)O